C1(=CC=C(C=C1)C1=C(C=CC=C1)N)C1=C(C=CC=C1)N p-phenylene-di-phenylene-diamine